dipropanol acetate C(C)(=O)O.C(CC)O.C(CC)O